(2S,4R)-4-fluoro-N-[(S)-phenyl[4-(propan-2-yl)phenyl]methyl]-1-(2-{[1,2,4]triazolo[1,5-a]pyridin-6-yl}acetyl)pyrrolidine-2-carboxamide F[C@@H]1C[C@H](N(C1)C(CC=1C=CC=2N(C1)N=CN2)=O)C(=O)N[C@H](C2=CC=C(C=C2)C(C)C)C2=CC=CC=C2